NC1=C2C(=NC=N1)N(N=C2C)C(C)C2=NN(C1=CC(=CC=C21)Cl)C2=CC=C(C(=O)N)C=C2 4-(3-(1-(4-amino-3-methyl-1H-pyrazolo[3,4-d]pyrimidin-1-yl)ethyl)-6-chloro-1H-Indazol-1-yl)benzamide